(+/-)-5-(4-(2-(isopropylamino)-2-oxoethyl)-2-methylpiperazin-1-yl)-N-methyl-7-(trifluoromethyl)thieno[3,2-b]pyridine-3-carboxamide C(C)(C)NC(CN1C[C@H](N(CC1)C1=CC(=C2C(=N1)C(=CS2)C(=O)NC)C(F)(F)F)C)=O |r|